CN1N=CC2=CC(=CC=C12)B(O)O (1-methyl-1H-indazol-5-yl)boronic acid